N[C@H]1CN(C[C@@H](C1)F)C(=O)C1=CC2=C(N(C(=N2)C2=CC=3C(=NC(=CC3)C3CN(C3)C(=O)OC)N2CC2CC2)C)C(=C1)OC methyl 3-(2-{5-[(3R,5R)-3-amino-5-fluoropiperidine-1-carbonyl]-7-methoxy-1-methyl-1H-1,3-benzodiazol-2-yl}-1-(cyclopropylmethyl)-1H-pyrrolo[2,3-b]pyridin-6-yl)azetidine-1-carboxylate